O1CC(C1)N1N=CC=C1N1CCN(C2CC12)C(=O)OC(C)(C)C tert-butyl 5-(1-(oxetan-3-yl)-1H-pyrazol-5-yl)-2,5-diazabicyclo[4.1.0]heptane-2-carboxylate